COCCOCC=1C=C2C=C(NC2=C(C1)NC(C)CC)C1=CC=CC=C1 5-(2-methoxyethoxymethyl)-2-phenyl-N-sec-butyl-1H-indol-7-amine